CN(CCC=1C(=CC(N(C1)C(C(=O)OCC)CC(C)C)=O)C)C Ethyl 2-(5-(2-(dimethylamino)ethyl)-4-methyl-2-oxopyridin-1(2H)-yl)-4-methylpentanoate